FC1=C(C=C(C=C1)NC(=O)C=1N(C=C2C1OCC1C(NS2(=O)=O)CN(C1)C(=O)C1(COC1)C)C)C N-(4-fluoro-3-methylphenyl)-7-methyl-2-(3-methyloxetane-3-carbonyl)-2,3,3a,4,10,10a-hexahydro-1H,7H-dipyrrolo[3,4-b:3',4'-f][1,4,5]oxathiazocine-8-carboxamide 5,5-dioxide